CN1CCN(CC1)CC1=C(C=C(C=C1)NC(C1=CN=CC(=C1)C#CC1=CN=C2N1N=C(C=C2)N2CCCCC2)=O)C(F)(F)F N-(4-((4-Methylpiperazin-1-yl)methyl)-3-(trifluoromethyl)phenyl)-5-((6-(piperidin-1-yl)imidazo[1,2-b]pyridazin-3-yl)ethynyl)nicotinamide